FC(C1=C(OCC2CNCC2)C=CC=C1)(F)F 3-((2-(trifluoromethyl)phenoxy)methyl)pyrrolidine